C(C)(C)(C)C1=CC=C(C=C1)N(C(=O)[C@@H]1N(CCC1)C#N)C(C(=O)N1CCN(CC1)C)C=1C=NC=CC1 (2R)-N-(4-(tert-butyl)phenyl)-1-cyano-N-(2-(4-methylpiperazin-1-yl)-2-oxo-1-(pyridin-3-yl)ethyl)pyrrolidine-2-carboxamide